(2-(1-methyl-3-(trifluoromethyl)-1H-pyrazol-4-yl)thiazol-5-yl)methanone CN1N=C(C(=C1)C=1SC(=CN1)C=O)C(F)(F)F